(N-methyl)-1H-pyrazole CN1N=CC=C1